C(CCCC\C=C/C\C=C/C\C=C/C\C=C/CC)(=O)OCOC1=NC2=CC(=CC=C2C=C1)OCCCCN1CCN(CC1)C1=CC=CC=2SC=CC21 (6Z,9Z,12Z,15Z)-(7-(4-(4-(benzo[b]thiophen-4-yl)piperazin-1-yl)butoxy)quinolin-2-yloxy)methyl octadeca-6,9,12,15-tetraenoate